SCCC(=O)[O-].[Na+] mono-sodium 3-mercaptopropionate salt